(1-propylpentyl)(2-isopropylhexyl)phosphinic acid C(CC)C(CCCC)P(O)(=O)CC(CCCC)C(C)C